6'-(((1S,3S)-3-((5-(Hydroxymethyl)benzo[d]thiazol-2-yl)amino)cyclopentyl)amino)-2H-[1,3'-bipyridin]-2-one OCC=1C=CC2=C(N=C(S2)N[C@@H]2C[C@H](CC2)NC2=CC=C(C=N2)N2C(C=CC=C2)=O)C1